(2R,3R,4S)-ethyl 4-{[(R)-2-acetamido-3-methoxy-3-oxopropyl]thio}-6-methoxy-3-pentyl-1,2,3,4-tetrahydroquinoline-2-carboxylate C(C)(=O)N[C@@H](CS[C@H]1[C@@H]([C@@H](NC2=CC=C(C=C12)OC)C(=O)OCC)CCCCC)C(=O)OC